3-(4-(4-(2-(2-Aminopyridin-3-yl)-5-phenyl-3H-imidazo[4,5-b]pyridin-3-yl)benzyl)-2-methylpiperazin-1-yl)-4-methoxycyclobut-3-ene-1,2-dione NC1=NC=CC=C1C1=NC=2C(=NC(=CC2)C2=CC=CC=C2)N1C1=CC=C(CN2CC(N(CC2)C=2C(C(C2OC)=O)=O)C)C=C1